CN(C1=CC=C(C(=O)Cl)C=C1)C (4-(dimethylamino)benzoyl) chloride